2,5-bis(m-aminophenyl)-1,3,4-oxadiazole NC=1C=C(C=CC1)C=1OC(=NN1)C1=CC(=CC=C1)N